1-deoxyglucopyranose C1[C@H](O)[C@@H](O)[C@H](O)[C@H](O1)CO